3,5-Dimethoxy-4-isopropyl-trans-stilbene COC=1C=C(C=C(C1C(C)C)OC)\C=C\C1=CC=CC=C1